1,4-Dioxacycloheptadecan O1CCOCCCCCCCCCCCCC1